COC1=CC=C(C=C1)CN1C2C3=CC=CC=C3C1C(CC2)O 12-[(4-methoxyphenyl)methyl]-12-azatricyclo[6.3.1.02,7]dodeca-2,4,6-trien-9-ol